Methyl 2-([5-(1-benzo-thiophen-2-yl)-1-[(2-chlorophenyl)methyl]-1H-pyrazol-3-yl]methoxy)-2-methylpropanoate S1C(=CC2=C1C=CC=C2)C2=CC(=NN2CC2=C(C=CC=C2)Cl)COC(C(=O)OC)(C)C